FC=1C(=C2C=CNC2=CC1)C1CCNCC1 5-Fluoro-4-piperidin-4-yl-1H-indole